FC(C1=NC=CC(=C1)N1CC(C1)CC=O)(F)F 2-{1-[2-(trifluoromethyl)Pyridin-4-yl]Azetidin-3-yl}ethanone